FC1(CCN(CC2=C1C=CC=C2)C2=NC1=CC=C(C=C1C(=C2)NCC(C)(N)C)C)F N~1~-[2-(5,5-difluoro-1,3,4,5-tetrahydro-2H-2-benzazepin-2-yl)-6-methylquinolin-4-yl]-2-methylpropane-1,2-diamine